ClC1=C(C=CC=C1F)C1=CC=CC2=C1NC(=NS2(=O)=O)NCC[C@@H](C)OC (R)-5-(2-chloro-3-fluorophenyl)-3-((3-methoxybutyl)amino)-4H-benzo[e][1,2,4]thiadiazine 1,1-dioxide